C(C(=C)C)(=O)OC(CC)CCC 3-hexyl methacrylate